2-(8-(4-(1-methylguanidino)benzoyloxy)-[1,2,4]triazolo[1,5-a]pyridin-5-yl)acetic acid CN(C(=N)N)C1=CC=C(C(=O)OC=2C=3N(C(=CC2)CC(=O)O)N=CN3)C=C1